alpha-hydroxy-2-ethyl-3-phenylpropenyl-phosphonous acid OC(=C(CC1=CC=CC=C1)CC)P(O)O